CS(=O)(=O)C1=CC=C(C=C1)C(C(=O)N)C (4-(methylsulfonyl)phenyl)propanamide